C(C)OP(OCC)(=O)CS(=O)(=O)C1=CC=C(C=C1)F (4-Fluorobenzenesulfonyl)methylphosphonic acid diethyl ester